ClC1=C(C2=C(NC1C)SC1=C2C=CC(=C1)C1=C(C=CC(=C1)C(F)(F)F)F)[O-].[Na+] sodium 3-chloro-7-(2-fluoro-5-(trifluoromethyl)phenyl)-2-methylbenzo[4,5]thieno[2,3-b]pyridin-4(1H)-olate